N7-cyclohexyl-5,6,8-trifluoro-2-methylquinazoline-4,7-diamine C1(CCCCC1)NC1=C(C(=C2C(=NC(=NC2=C1F)C)N)F)F